C(C)N1N=CC(=C1)NC(=O)C=1C(=CC=2N(C1)C(=C(N2)C(O)(C2=C(C=CC=C2)F)C2=C(C=CC=C2)F)CC)Cl 2-[Bis-(2-fluoro-phenyl)-hydroxymethyl]-7-chloro-3-ethyl-imidazo[1,2-a]pyridine-6-carboxylic acid (1-ethyl-1H-pyrazol-4-yl)-amide